[N+](=O)([O-])C=1SC2=C(C1C=1SC3=C(N1)C=CC=C3)C(=CC=C2)[N+](=O)[O-] 2-(2,4-dinitrobenzothienyl)benzothiazole